F[C@H]1CN(CC[C@H]1NC1=CC(=CC2=C(N(N=C12)C#CCNC1=C(C=C(C=C1)C)OC)C=C)N)C N7-((3S,4R)-3-fluoro-1-methylpiperidin-4-yl)-2-(3-((2-methoxy-4-methylphenyl)amino)prop-1-yn-1-yl)-3-vinyl-2H-indazole-5,7-diamine